(E)-4-(((ethyl(methyl)amino)methylene)amino)-N,2,5-trimethyl-N-(4-methylbenzyl)benzamide C(C)N(C)\C=N\C1=CC(=C(C(=O)N(CC2=CC=C(C=C2)C)C)C=C1C)C